N=C1SC(C(N1)=O)CC(=O)NC=1SC(=C(C1C(=O)OCC)C)C ethyl 2-(2-(2-imino-4-oxo-thiazolidin-5-yl)-acetamido)-4,5-dimethyl-thiophene-3-carboxylate